FC=1C=C(C=CC1F)C1=CC2(CC(C2)C2N(C(C3=CC=C(C=C23)C(=O)N)=O)C2C(NC(CC2)=O)=O)C1 [6-(3,4-difluorophenyl)spiro[3.3]hept-5-en-2-yl]-2-(2,6-dioxopiperidin-3-yl)-1-oxo-3H-isoindole-5-carboxamide